1-(6-n-butoxynaphthalen-2-yl)tetrahydrothiophenium 2-(bicyclo[2.2.1]heptan-2-yl)-1,1,2,2-tetrafluoroethanesulfonate C12C(CC(CC1)C2)C(C(S(=O)(=O)[O-])(F)F)(F)F.C(CCC)OC=2C=C1C=CC(=CC1=CC2)[S+]2CCCC2